(9H-fluoren-9-yl)methyl ((S)-2-((4-((R)-3-(4-benzylpiperazin-1-yl)-3-oxo-2-propionamidopropyl)benzyl)amino)-1-(4,4-difluorocyclohexyl)-2-oxoethyl)carbamate C(C1=CC=CC=C1)N1CCN(CC1)C([C@@H](CC1=CC=C(CNC([C@H](C2CCC(CC2)(F)F)NC(OCC2C3=CC=CC=C3C=3C=CC=CC23)=O)=O)C=C1)NC(CC)=O)=O